FC(S(=O)(=O)C=1C=CC(=C2C=NNC12)OC1=CC(=C(C(=C1)F)F)F)(F)F 7-(trifluoromethylsulfonyl)-4-(3,4,5-Trifluorophenoxy)-1H-indazole